OCC=1N(N=CC1)C 3-hydroxymethyl-2-methylpyrazole